C(C)(C)(C)OC(C(F)(F)F)=O.CC(COC1=NC=CC=C1C(F)(F)F)(C)NC(CC1N(CCC1)C(=O)O)=O 2-(2-((2-methyl-1-((3-(trifluoromethyl)pyridin-2-yl)oxy)propan-2-yl)amino)-2-oxoethyl)pyrrolidine-1-carboxylic acid tert-butyl-trifluoroacetate